tri(1,10-phenanthroline) ruthenium [Ru].N1=CC=CC2=CC=C3C=CC=NC3=C12.N1=CC=CC2=CC=C3C=CC=NC3=C12.N1=CC=CC2=CC=C3C=CC=NC3=C12